FC=1C=CC(=C(C1)C1CCN(CC1)[C@H]1CC2(CNC2)CC1)C1COCC1 (6R)-6-(4-(5-fluoro-2-(tetrahydrofuran-3-yl)phenyl)piperidin-1-yl)-2-azaspiro[3.4]octane